4-(5-methoxypyridin-3-yl)-3-(trifluoromethyl)phenylazide COC=1C=C(C=NC1)C1=C(C=C(C=C1)N=[N+]=[N-])C(F)(F)F